methylpropiononitrile CC(C#N)C